2-[tert-butyl(dimethyl)silyl]oxy-N-[(1-chloro-6,7-dihydro-5H-cyclopenta[c]pyridin-4-yl)methyl]ethanamine [Si](C)(C)(C(C)(C)C)OCCNCC=1C2=C(C(=NC1)Cl)CCC2